CN(C)CC1=CC=C(C=C1)S(=O)(=O)NC(=O)CC1=C(C=C(C=C1C(C)C)C=1CN(CC1)C(=O)OC(C)(C)C)C(C)C tert-butyl 3-{4-[({4-[(dimethylamino)methyl]benzene-sulfonyl}carbamoyl)methyl]-3,5-bis(propan-2-yl)phenyl}-2,5-dihydro-1H-pyrrole-1-carboxylate